C1(CC1)C=1C=CC=2N(C1)C=C(N2)CN (6-cyclopropyl-imidazo[1,2-a]pyridin-2-yl)methanamine